N-trityl-N'-phenyl-carbodiimide C(C1=CC=CC=C1)(C1=CC=CC=C1)(C1=CC=CC=C1)N=C=NC1=CC=CC=C1